methyl 1-[6-(1-methyl-1H-pyrazol-4-yl)-3,4-dihydro-2H-quinolin-1-yl]-isoquinoline-3-carboxylate CN1N=CC(=C1)C=1C=C2CCCN(C2=CC1)C1=NC(=CC2=CC=CC=C12)C(=O)OC